NC1=NC=NN2C1=NC=C2C=2C=C(C=CC2C)S(=O)(=O)N2C[C@@H](CC2)C#N (R)-1-((3-(4-aminoimidazo[2,1-f][1,2,4]triazin-7-yl)-4-methylphenyl)sulfonyl)pyrrolidine-3-carbonitrile